ClC1=C(C=CC(=C1)C(F)(F)F)NC(CN1C(=C(C(N2N=C(N=C12)C=1C=C2C(CCC2=CC1)(F)F)=O)N1CCN(CC1)C(=O)C1=NC=NC(=C1O)C)CC)=O N-[2-chloro-4-(trifluoromethyl)phenyl][2-(3,3-difluoro-5-indanyl)-6-ethyl-5-{4-[(5-hydroxy-6-methyl-4-pyrimidinyl)carbonyl]-1-piperazinyl}-4-oxo-1,3,3a,7-tetraaza-7-indenyl]acetamide